C(CCC)[Sn](CCCC)(CCCC)C#C[Sn](CCCC)(CCCC)CCCC Bis(trin-butylstannyl)acetylene